N1=C(C=CC=2N=C3COCC4(N3C21)CCOC2=CC=CC=C24)C=2C=NC(=NC2)NC(C)C 5-(6',8'-dihydrospiro[chroman-4,9'-pyrido[3',2':4,5]imidazo[2,1-c][1,4]oxazin]-2'-yl)-N-isopropylpyrimidin-2-amine